CC1=C(C(=O)OC)C=C(C=C1)OC[C@H]1N(CC1)C (S)-Methyl 2-methyl-5-((1-methylazetidin-2-yl)methoxy)benzoate